6-chloro-2-(2,5-dimethylpyrrol-1-yl)[1,3]thiazolo[4,5-c]pyridine ClC1=CC2=C(C=N1)N=C(S2)N2C(=CC=C2C)C